COC(CNC(=O)C1=NC=C(C=C1O)C1=CC(=CC=C1)Cl)=O [5-(3-chlorophenyl)-3-hydroxy-2-pyridinecarboxamido]acetic acid methyl ester